ClC=1C=CC(=C(C1)NC(C(=O)N[C@H](C(=O)NC1=CC=C(C(=O)O)C=C1)CC=1C=NC=CC1)=O)N1N=NN=C1 (S)-4-(2-(2-((5-chloro-2-(1H-tetrazol-1-yl)phenyl)amino)-2-oxoacetamido)-3-(pyridin-3-yl)propanamido)benzoic acid